2-formyl-1,4-benzenedisulfonic acid C(=O)C1=C(C=CC(=C1)S(=O)(=O)O)S(=O)(=O)O